OC1=C(C(=CC2=C1CCO2)CO)C2=NN=C(C(N2C)=O)N[C@H]2CN(CCC2)CC 3-[4-Hydroxy-6-(hydroxymethyl)-2,3-dihydrobenzofuran-5-yl]-4-methyl-6-[[(3R)-1-ethyl-3-piperidyl]amino]-1,2,4-triazin-5-one